4-[(4-bromo-3-fluoro-2-methylphenyl)oxy]-1-(methylazanylidene)-1λ6-thian-1-one BrC1=C(C(=C(C=C1)OC1CCS(CC1)(=O)=NC)C)F